O=C1NC2(C(N1C1CC3(CC(C3)OC3=NC=CC=C3C(=O)N)C1)=O)CCCC2 2-{[(αR)-6-{2,4-dioxo-1,3-diaza-spiro[4.4]nonan-3-yl}spiro[3.3]-heptan-2-yl]oxy}-pyridine-3-carboxamide